tert-butyl N-(3-fluoro-6-methyl-5,7-dihydro-4H-benzothiophen-6-yl)-N-methyl-carbamate FC1=CSC2=C1CCC(C2)(C)N(C(OC(C)(C)C)=O)C